C(C)OC(CC1CCC2(CCCC2)CC1)=O (spiro[4.5]decan-8-yl)acetic acid ethyl ester